CC1=C(C=NC=2C(CCNC12)C)NC1=C(C(NC=C1)=O)C(=O)NC1=CC=C(C=C1)N1CCN(CC1)C 4-((4,8-Dimethyl-5,6,7,8-tetrahydro-1,5-naphthyridin-3-yl)amino)-N-(4-(4-methylpiperazin-1-yl)phenyl)-2-oxo-1,2-dihydropyridine-3-carboxamide